tert-Butyl 4-[4-[3-cyano-5-[(1R)-1-(2,6-difluorophenyl)ethoxy] imidazo[1,2-a]pyridin-7-yl]-5-methyl-triazol-1-yl]piperidine-1-carboxylate C(#N)C1=CN=C2N1C(=CC(=C2)C=2N=NN(C2C)C2CCN(CC2)C(=O)OC(C)(C)C)O[C@H](C)C2=C(C=CC=C2F)F